(2S)-2-amino-4-{[(pyridin-2-yl)methyl]carbamoyl}butanoic acid N[C@H](C(=O)O)CCC(NCC1=NC=CC=C1)=O